mannitol sodium dihydrogen phosphate disodium hydrogen phosphate P(=O)(O)([O-])[O-].[Na+].[Na+].P(=O)(O)(O)[O-].[Na+].C([C@@H](O)[C@@H](O)[C@H](O)[C@H](O)CO)O